FC(CCC(=O)OC1=CC=C(C=C1)[N+](=O)[O-])(C(C(C(C(C(C(C(F)(F)F)(F)F)(F)F)(F)F)(F)F)(F)F)(F)F)F 4-nitrophenyl 4,4,5,5,6,6,7,7,8,8,9,9,10,10,11,11,11-heptadecafluoro-undecanoate